NC1CCN(CC1)C1=NC2=CC=C(C=C2C(=N1)C1=CC(=C(C#N)C=C1)F)C=1C=NNC1C 4-(2-(4-aminopiperidin-1-yl)-6-(5-methyl-1H-pyrazol-4-yl)quinazolin-4-yl)-2-fluorobenzonitrile